5-Methoxyhexahydro-4,7-methyleneindene-1-carbaldehyde COC1C2C3CCC(C3=C1CC2)C=O